FC1(CC(C1)F)C=1C(=NC=CC1)C1(C=NNC1)S(=O)(=O)NC=1C(=CC=C2C=NN(C12)C)OC 4-((1,3-difluorocyclobutyl)pyridin-2-yl)-N-(6-methoxy-1-methyl-1H-indazol-7-yl)-1H-pyrazole-4-sulfonamide